N-(2-((5-chloro-2-((5-chloro-2-methoxy-4-(4-(4-methyl-1,4-diazepan-1-yl)piperidin-1-yl)phenyl)amino)pyrimidin-4-yl)amino)-4-methoxyphenyl)methanesulfonamide ClC=1C(=NC(=NC1)NC1=C(C=C(C(=C1)Cl)N1CCC(CC1)N1CCN(CCC1)C)OC)NC1=C(C=CC(=C1)OC)NS(=O)(=O)C